(R)-6-[(3,3-difluoro-1-methylpiperidin-4-yl)oxy]-N-(3-ethynyl-2-fluorophenyl)-7-methoxyquinazoline-4-amine FC1(CN(CC[C@H]1OC=1C=C2C(=NC=NC2=CC1OC)NC1=C(C(=CC=C1)C#C)F)C)F